24-methylcholest-5,7,22-trienol CC(C(CO)C)C=C[C@@H](C)[C@H]1CC[C@H]2C3=CC=C4CCCC[C@]4(C)[C@H]3CC[C@]12C